ethylidenebisbehenamide C(C)(CCCCCCCCCCCCCCCCCCCCCC(=O)N)CCCCCCCCCCCCCCCCCCCCCC(=O)N